ClC1=C(C=CC2=C1C(=NCC=1N2C=C(N1)CCl)C1=C(C=CC=C1F)F)Cl 7,8-dichloro-2-(chloromethyl)-6-(2,6-difluorophenyl)-4H-benzo[f]imidazo[1,2-a][1,4]diazepine